N-(cyclopropylmethyl)-1-{6-[2-(methoxymethoxy)-4-(6-methoxypyrimidin-4-yl)phenyl]pyridazin-3-yl}-3-methylpyrrolidin-3-amine C1(CC1)CNC1(CN(CC1)C=1N=NC(=CC1)C1=C(C=C(C=C1)C1=NC=NC(=C1)OC)OCOC)C